C1(=CC=CC=C1)C=1C2=C(C(=C(C=3C4=C5C(=CC=C4C(=CC1)C32)C=CC=C5)C5=CC=CC=C5)C5=CC=CC=C5)C5=C(C=CC=C5)C5=CC=CC=C5 (phenyl)(biphenylyl)diphenylbenzofluoranthene